(R)-2-((5-(2-(6-((1,3-dimethoxypropan-2-yl)amino)-2-methylhexan-3-yl)-2,6-diazaspiro[3.4]octan-6-yl)-1,2,4-triazin-6-yl)oxy)-N-ethyl-5-fluoro-N-isopropylbenzamide fumarate C(\C=C\C(=O)O)(=O)O.COCC(COC)NCCC[C@H](C(C)C)N1CC2(C1)CN(CC2)C=2N=CN=NC2OC2=C(C(=O)N(C(C)C)CC)C=C(C=C2)F